(S)-(3-cyclopropyl-1-methyl-1H-1,2,4-triazol-5-yl)(4-(7-(trifluoromethyl)pyrazolo[1,5-a]pyridin-2-yl)-6,7-dihydro-1H-imidazo[4,5-c]pyridin-5(4H)-yl)methanone C1(CC1)C1=NN(C(=N1)C(=O)N1[C@@H](C2=C(CC1)NC=N2)C2=NN1C(C=CC=C1C(F)(F)F)=C2)C